1-(6-(7-oxa-2-azaspiro[3.5]nonan-2-yl)pyrimidin-4-yl)-4-(1H-1,2,3-triazol-1-yl)-1,2-dihydro-3H-pyrazol-3-ol sodium [Na].C1N(CC12CCOCC2)C2=CC(=NC=N2)N2NC(C(=C2)N2N=NC=C2)O